Trioctyl-Methylammonium Decanoyl-Azelate C(CCCCCCCCC)(=O)OC(CCCCCCCC(=O)[O-])=O.C(CCCCCCC)[N+](C)(CCCCCCCC)CCCCCCCC